6-[(1-pyrimidin-2-ylethylamino)methyl]pyridine-3-carbonitrile N1=C(N=CC=C1)C(C)NCC1=CC=C(C=N1)C#N